NCCC(C1=CC(=CC=C1)Cl)NC1=NC(=CC=C1C(=O)N)N1C=NC2=C1C=C(C(=C2)OC)OC 2-[[3-amino-1-(3-chlorophenyl)propyl]amino]-6-(5,6-dimethoxybenzimidazol-1-yl)pyridine-3-carboxamide